3-(5-fluoro-6'-methyl-[3,4'-bipyridin]-2'-yl)-5-(4-methylthiazol-2-yl)-1,2,4-oxadiazole FC=1C=C(C=NC1)C1=CC(=NC(=C1)C)C1=NOC(=N1)C=1SC=C(N1)C